N-((1s,4s)-4-((7-Morpholino-1,6-naphthyridin-5-yl)oxy)cyclohexyl)cyclopropanecarboxamide O1CCN(CC1)C1=NC(=C2C=CC=NC2=C1)OC1CCC(CC1)NC(=O)C1CC1